ClC1=C(C(=O)O)C(=CC(=N1)Cl)I 2,6-dichloro-4-iodonicotinic acid